STEARIC ACID calcium [Ca].C(CCCCCCCCCCCCCCCCC)(=O)O